ClC1=CC=C(C=C1)N1N=CC(=C1NC(C1=CC=C(C=C1)C(F)(F)F)=O)C=1OCCN1 N-(1-(4-chlorophenyl)-4-(4,5-dihydrooxazol-2-yl)-1H-pyrazol-5-yl)-4-(trifluoromethyl)benzamide